C(C)SC=1C(=NC=C(C1)C(NO)=N)C(=O)OC methyl 3-(ethylsulfanyl)-5-(N-hydroxycarbamimidoyl)pyridine-2-carboxylate